2-[(2,2-difluoro-2H-1,3-benzodioxol-5-yl)oxy]-N-{3-[(2-methylpyrazolo[1,5-a]pyrazin-4-yl)amino]bicyclo[1.1.1]pent-1-yl}acetamide FC1(OC2=C(O1)C=CC(=C2)OCC(=O)NC21CC(C2)(C1)NC=1C=2N(C=CN1)N=C(C2)C)F